3-[[3-[5,7-difluoro-2-(4-fluorophenyl)-1H-indol-3-yl]cyclobutyl]amino]propanamide FC=1C=C2C(=C(NC2=C(C1)F)C1=CC=C(C=C1)F)C1CC(C1)NCCC(=O)N